N-(5-Fluoro-4-methoxypyridin-2-yl)-5-methyl-2-(1-methyl-1H-imidazol-2-yl)-6-(1-methyl-1H-pyrazol-3-yl)pyrrolo[2,1-f][1,2,4]triazin-4-amine FC=1C(=CC(=NC1)NC1=NC(=NN2C1=C(C(=C2)C2=NN(C=C2)C)C)C=2N(C=CN2)C)OC